2-(2-oxo-6-sulfinyl-piperidin-3-yl)-3-sulfinyl-2,3-dihydro-1H-isoindol-1-one O=C1NC(CCC1N1C(C2=CC=CC=C2C1=S=O)=O)=S=O